ethyl 2,3-epoxy-3-phenylbutyrate C1(=CC=CC=C1)C1(C(C(=O)OCC)O1)C